C1=C2C(=NN=C1)N=CC=1N2CC=NC1 pyrazino[1',2':4,5]pyrazino[2,3-c]pyridazin